4-(3-aminophenyl)morpholin-3-one NC=1C=C(C=CC1)N1C(COCC1)=O